C(C)N1N=C(C2=C1C(NCC1(CCOCC1)C2)=O)CC(COC(C2=CC(=CC=C2)C)=O)(C)C 3-Methylbenzoic acid [3-(1-ethyl-8-oxo-spiro[6,7-dihydro-4H-pyrazolo[3,4-c]azepin-5,4'-tetrahydropyran]-3-yl)-2,2-dimethyl-propyl] ester